glycerol trienanthate C(CCCCCC)(=O)OCC(OC(CCCCCC)=O)COC(CCCCCC)=O